CC1CN(C(=CC1)OS(=O)(=O)C(F)(F)F)C(C(=O)OCC)=O ethyl 2-(3-methyl-6-(trifluoromethanesulfonyl-oxy)-3,4-dihydropyridin-1(2H)-yl)-2-oxoacetate